8-([4-[1-methyl-4-(trifluoromethyl)-1H-imidazol-2-yl]phenyl]methyl)-2-[2-(propan-2-yl)pyridin-3-yl]-6H,7H,8H-pyrimido[5,4-b][1,4]oxazin-7-one CN1C(=NC(=C1)C(F)(F)F)C1=CC=C(C=C1)CN1C2=C(OCC1=O)C=NC(=N2)C=2C(=NC=CC2)C(C)C